FC(C(=O)N[C@H](C(=O)N1[C@@H]([C@H]2C([C@H]2C1)(C)C)C(=O)O)C(C)C)(C)F (1R,2S,5S)-3-[(2S)-2-(2,2-difluoropropanoylamino)-3-methyl-butanoyl]-6,6-dimethyl-3-azabicyclo[3.1.0]hexane-2-carboxylic acid